tert-butyl 3-cyano-2-cyclopropyl-5-[N-(2-cyclopropyl-4-iodo-5-methylphenyl)but-2-ynamido]pyrrolo[3,2-b]pyridine-1-carboxylate C(#N)C1=C(N(C=2C1=NC(=CC2)N(C(C#CC)=O)C2=C(C=C(C(=C2)C)I)C2CC2)C(=O)OC(C)(C)C)C2CC2